CIS-3-HEPTENYL ACETATE C(C)(=O)OCC\C=C/CCC